ClC1=C(CN2C3=C(OCC2=O)C=CC(=C3)C(=O)NO)C=CC=C1Cl 4-(2,3-dichlorobenzyl)-N-hydroxy-3-oxo-3,4-dihydro-2H-benzo[b][1,4]oxazine-6-carboxamide